(3aS,4S,6aR)-4-hydroxycyclopenta[c]pyrrole-2(1H)-carboxylic acid 2-methyl-2-propyl ester CC(C)(C)OC(=O)N1CC=2C(=C1)C(=CC2)O